D-4-bromo-7-chlorobenzothiophene BrC1=CC=C(C2=C1C=CS2)Cl